C(C)(C)(C)C=1C(=C(C=C(C1)OCCC[SiH2]C=C(C)C)N1N=C2C(=N1)C=CC(=C2)OC)O 2-(3'-tert-butyl-5'-(3''-dimethylvinylsilylpropoxy)-2'-hydroxy-phenyl)-5-methoxybenzotriazole